O\N=C\C1=NC=C2CCN(CC2=C1)C(=O)OC(C)(C)C tert-butyl 7-[(E)-hydroxyiminomethyl]-3,4-dihydro-1H-2,6-naphthyridine-2-carboxylate